ClC1=C(C=CC(=C1)F)[C@@H](C)N (R)-1-(2-chloro-4-fluorophenyl)ethan-1-amine